N-(1-cyanocyclobutyl)-3-[(2R)-2-cyano-2-methyl-pyrrolidine-1-carbonyl]-1-(4-fluorophenyl)-8-methoxy-5,6-dihydropyrrolo[2,1-a]isoquinoline-9-carboxamide C(#N)C1(CCC1)NC(=O)C1=C(C=C2CCN3C(C2=C1)=C(C=C3C(=O)N3[C@@](CCC3)(C)C#N)C3=CC=C(C=C3)F)OC